11-Hydroxyundecyl methacrylate C(C(=C)C)(=O)OCCCCCCCCCCCO